ClC=1C=C(NC=2C3=C(N=CN2)NC=C3C3CCN(CC3)C(C=C)=O)C=CC1OCC1=NC=CC=C1F [4-[4-[3-chloro-4-[(3-fluoro-2-pyridyl)methoxy]anilino]-7H-pyrrolo[2,3-d]pyrimidin-5-yl]-1-piperidyl]prop-2-en-1-one